N[C@H]1C2OC[C@@]([C@H]3[C@@H]1OC(O3)(C)C)(O2)CNC(OC(C)(C)C)=O tert-Butyl (((3aR,4S,8R,8aR)-8-amino-2,2-dimethyltetrahydro-4,7-epoxy[1,3]dioxolo[4,5-d]oxepin-4(5H)-yl)methyl)carbamate